tert-butyl (trans-2-cyclopropyl-1-(1-(4-fluorophenyl)-1H-indazol-5-yl)pyrrolidin-3-yl)carbamate C1(CC1)[C@@H]1N(CC[C@H]1NC(OC(C)(C)C)=O)C=1C=C2C=NN(C2=CC1)C1=CC=C(C=C1)F